C(CCC)C1(NCC2=CC(=CC=C12)Cl)O 3-n-butyl-6-chloro-3-hydroxyisoindoline